C1(CC1)OC1=NC2=C(N1COCC[Si](C)(C)C)C=CC=C2 2-cyclopropoxy-1-((2-(trimethylsilyl)ethoxy)methyl)-1H-benzo[d]imidazole